C(C)C(C(=O)O[C@H]([C@@H](C1=CC=C(C=C1)F)C1=CC(=CC=C1)Cl)CN)[C@@H](C=1C=C2CCCC2=C(C1)CO)C1=C(C2=C(N(N=N2)C)C=C1)C (1S,2R)-3-amino-1-(3-chlorophenyl)-1-(4-fluorophenyl)propan-2-ol ethyl-(3S)-3-(1,4-dimethyl-1H-benzotriazol-5-yl)-3-[7-(hydroxymethyl)-2,3-dihydro-1H-inden-5-yl]propanoate